OC=1C(NC=NC1C1OC2=C(C1)C=CC(=C2)C#CC2=CC=CC=C2)=O 5-hydroxy-6-(6-(phenylethynyl)-2,3-dihydrobenzofuran-2-yl)pyrimidin-4(3H)-one